2,6-diazaspiro[3.5]nonan-1-one C1(NCC12CNCCC2)=O